(1S,2R)-2-(2-hydroxyethyl)cyclopropanecarboxylic acid tert-butyl ester C(C)(C)(C)OC(=O)[C@@H]1[C@H](C1)CCO